((7-fluoro-3-methylbenzofuran-2-yl)methyl)-N-methylacrylamide FC1=CC=CC=2C(=C(OC21)CC(C(=O)NC)=C)C